NC1=NOC2=C1C=C(C=C2)CN2N=CC(=C2)C(=O)N2C[C@@]1(CCC2)C2=C(NC(O1)=O)C=CC(=C2F)Cl (R)-1'-(1-((3-Aminobenzo[d]isoxazol-5-yl)methyl)-1H-pyrazole-4-carbonyl)-6-chloro-5-fluorospiro[benzo[d][1,3]oxazine-4,3'-piperidin]-2(1H)-one